NC=1N=NC(=C2C1N=C(N2CCCCCCN(C(C)=O)C2CCOCC2)CCCC)OC(C)C N-[6-(7-amino-2-butyl-4-isopropoxy-imidazo[4,5-d]pyridazin-3-yl)hexyl]-N-tetrahydropyran-4-yl-acetamide